1,3,5-tris-(4-iodophenyl)benzene IC1=CC=C(C=C1)C1=CC(=CC(=C1)C1=CC=C(C=C1)I)C1=CC=C(C=C1)I